(S)-4-Ethyl-4,9-dihydroxy-10-(piperazin-1-ylmethyl)-1,12-dihydro-14H-pyrano-[3',4':6,7]indolizino[1,2-b]quinoline-3,14(4H)-dione Trifluoroacetate Salt FC(C(=O)O)(F)F.C(C)[C@]1(C(OCC=2C(N3CC=4C(=NC=5C=CC(=C(C5C4)CN4CCNCC4)O)C3=CC21)=O)=O)O